4-(6-chloro-5-fluoro-1-(4-fluoro-2-methylphenyl)-4-oxo-1,4-dihydroquinazolin-3(2H)-yl)picolinamide ClC=1C(=C2C(N(CN(C2=CC1)C1=C(C=C(C=C1)F)C)C1=CC(=NC=C1)C(=O)N)=O)F